(S)-2-(3-chloro-5-fluorophenoxy)-8,8-difluoro-5-trifluoromethylbicyclo[4.2.0]octa-1,3,5-triene-7-ol ClC=1C=C(OC2=C3C([C@H](C3=C(C=C2)C(F)(F)F)O)(F)F)C=C(C1)F